C(C)OC(C(CN1C([C@@H]2N(CC[C@@H]2C1=O)C(=O)OCC1=CC=CC=C1)=O)(C)C)=O (cis)-benzyl 5-(3-ethoxy-2,2-dimethyl-3-oxopropyl)-4,6-dioxohexahydropyrrolo[3,4-b]pyrrole-1(2H)-carboxylate